C(C)(C)(C)C1=NN(C(=C1)NC1=NC(=CC=C1)C1=CN=C2N1C=CC(=C2)C=2C=NN(C2)C)C N-(3-(tert-butyl)-1-methyl-1H-pyrazol-5-yl)-6-(7-(1-methyl-1H-pyrazol-4-yl)imidazo[1,2-a]pyridin-3-yl)pyridin-2-amine